C(CCCCCCCCCCCCCCCCC)C1=C(C=CC(=C1)CBr)O octadecyl-4-bromomethylphenol